OC(C(=O)C1=CC=C(C=C1)OC1=CC=C(C=C1)C(C(C)(C)O)=O)(C)C 2-hydroxy-1-[4-(4-(2-hydroxy-2-methylpropionyl)phenoxy)phenyl]-2-methyl-propan-1-one